[Fe](Cl)Cl.ClCCl dichloromethane iron dichloride